N-((2-(6-((cis)-2,6-dimethylmorpholino)pyridin-2-yl)-1,6-naphthyridin-7-yl)methyl)-4-(methylsulfonyl)-3,4-dihydro-2H-benzo[b][1,4]oxazine-6-carboxamide C[C@@H]1O[C@@H](CN(C1)C1=CC=CC(=N1)C1=NC2=CC(=NC=C2C=C1)CNC(=O)C1=CC2=C(OCCN2S(=O)(=O)C)C=C1)C